C1(CC1)C=1NC2=NC=NC(=C2N1)NCC1=CC(=NC=C1)OC 8-CYCLOPROPYL-N-[(2-METHOXY-4-PYRIDYL)METHYL]-9H-PURIN-6-AMINE